1-[(4-{6,6-difluoro-3-azabicyclo[3.1.0]hex-3-yl}-2-methylphenyl)methyl]-1H-pyrazole-4-carboxylic acid ethyl ester C(C)OC(=O)C=1C=NN(C1)CC1=C(C=C(C=C1)N1CC2C(C2C1)(F)F)C